diisopropyl 2,3-dimercaptosuccinate SC(C(=O)OC(C)C)C(C(=O)OC(C)C)S